dimethylsulfamoyl-[2-(4-pyrimidin-2-ylpyridazin-1-ium-1-yl)-acetyl]azane CN(S(=O)(=O)NC(C[N+]1=NC=C(C=C1)C1=NC=CC=N1)=O)C